FC(C1=NC(=NC(=C1)OC)N)F 4-(difluoromethyl)-6-methoxy-pyrimidin-2-amine